[Sc].[Al] ALUMINIUM SCANDIUM